ethyl-1,3-cyclohexanediamine C(C)C1(CC(CCC1)N)N